C1(CCCCC1)CNC1=CC(=CC=C1COC1=CNNC1)OC 6-((cyclohexylmethyl)amino)-4-((4-methoxybenzyl)oxy)pyrazoline